ClC[SiH](OC)OC 1-chloromethyl-dimethoxysilane